ClC=1C=C2C(C(NC2=CC1)=C)(C)C 5-chloro-3,3-dimethyl-2-methyleneindoline